(S)-6-(6-Chloro-5-fluoro-2-oxo-1,2-dihydrospiro[benzo[d][1,3]oxazine-4,3'-pyrrolidin]-1'-yl)-N-((6-((4-methyl-1H-pyrazol-1-yl)methyl)pyridin-3-yl)methyl)pyrazine-2-carboxamide ClC1=C(C2=C(NC(O[C@]23CN(CC3)C3=CN=CC(=N3)C(=O)NCC=3C=NC(=CC3)CN3N=CC(=C3)C)=O)C=C1)F